COC1=CC=C(C2=C1NC(=N2)NC(=O)C=2N=NN(C2)C)C2CCOCC2 1-Methyl-1H-[1,2,3]triazole-4-carboxylic acid [7-methoxy-4-(tetrahydro-pyran-4-yl)-1H-benzoimidazol-2-yl]-amide